3-(3-chlorophenylethyl)picolinonitrile ClC=1C=C(C=CC1)CCC=1C(=NC=CC1)C#N